C(C)(C)(C)OC(=O)N1C(CCCC1)CS(=O)(=O)C=1C=NC(=CC1)OC (((6-methoxypyridin-3-yl)sulfonyl)methyl)piperidine-1-carboxylic acid tert-butyl ester